C1(=CC=CC=C1)NC(=O)C1=CN(CC=C1)C1=CC=CC=C1 N,1-diphenyl-1,6-dihydropyridine-3-carboxamide